C1=CC=CC2=CC=CC=C12.[Li].[Li] Dilithium naphthalene